C(C)(C)(C)C1=CC=C(C=C1)N1C=CC2=CC(=CC=C12)C(=O)O 1-(4-(tert-butyl)phenyl)-1H-indole-5-carboxylic acid